2-(((1-(3-fluoropropyl)azetidin-3-yl)carbamoyl)oxy)-3-(((9Z,12Z)-octadeca-9,12-dienoyl)oxy)propyl (9Z,12Z,15Z)-octadeca-9,12,15-trienoate C(CCCCCCC\C=C/C\C=C/C\C=C/CC)(=O)OCC(COC(CCCCCCC\C=C/C\C=C/CCCCC)=O)OC(NC1CN(C1)CCCF)=O